N1N=NC=CC2=C1C=CN=C2 7-azabenzotriazepine